BrC=1C2=C(SC1C(F)(F)P(=O)(OCC)OCC)C(=CC=C2)NC(OC(C)(C)C)=O tert-butyl (3-bromo-2-((diethoxyphosphoryl)difluoromethyl) benzo[b]thiophen-7-yl)carbamate